ClC=1C(N(C=C(N1)Cl)C)=O 3,5-dichloro-1-methylpyrazin-2(1H)-one